CC(C(=O)OCC(C)(C1=CC(=CC=C1)Cl)NC(NC1=C(C=CC=C1CNC(N(C)CC)=O)N)=S)(C)C 2-({[2-amino-6-({[ethyl(methyl)carbamoyl]amino}methyl)phenyl]carbamothioyl}amino)-2-(3-chlorophenyl)propyl 2,2-dimethylpropanoate